2,2'-dimethyl-6,6'-di-tert-butyl-4,4'-methylenedianiline CC1=C(N)C(=CC(=C1)CC1=CC(=C(N)C(=C1)C(C)(C)C)C)C(C)(C)C